FC1=CC(=C(C(=C1)C)C1=CC=NC2=CC(=CC=C12)O[C@@H](C(=O)N1C[C@](CCC1)(C(=O)O)C)C)C (3S)-1-[(2R)-2-[[4-(4-fluoro-2,6-dimethyl-phenyl)-7-quinolyl]oxy]propanoyl]-3-methyl-piperidine-3-carboxylic acid